tert-Butyl 4-((3-hydroxy-2-oxo-1-(phenylsulfonyl)-1,2-dihydropyridin-4-yl)methyl)piperazine-1-carboxylate OC=1C(N(C=CC1CN1CCN(CC1)C(=O)OC(C)(C)C)S(=O)(=O)C1=CC=CC=C1)=O